N-ethyl-N,N-dimethyl-N-propylammonium C(C)[N+](CCC)(C)C